C(C)(C)(C)C=1C=C(C=C(C1)C(C)(C)C)CC(CC1=CC(=CC(=C1)C(C)(C)C)C(C)(C)C)(C=1O[C@H]2[C@@H](N1)C=1C=CC=CC1C2)C=2O[C@H]1[C@@H](N2)C=2C=CC=CC2C1 (3aS,3a'S,8aR,8a'R)-2,2'-(1,3-bis(3,5-di-tert-butylphenyl)propane-2,2-diyl)bis(8,8a-dihydro-3aH-indeno[1,2-d]oxazol)